2-[4-[7-isopropoxy-6-(pyrimidine-4-carbonylamino)imidazo[1,2-a]pyridin-2-yl]-1-piperidyl]acetic acid C(C)(C)OC1=CC=2N(C=C1NC(=O)C1=NC=NC=C1)C=C(N2)C2CCN(CC2)CC(=O)O